(5-(1-aminoisoquinolin-7-yl)-1H-indazol-3-yl)(4-hydroxypiperidin-1-yl)methanone NC1=NC=CC2=CC=C(C=C12)C=1C=C2C(=NNC2=CC1)C(=O)N1CCC(CC1)O